ethyl 3-(2-naphthyl)-oxirancarboxylate C1=C(C=CC2=CC=CC=C12)C1C(O1)C(=O)OCC